OC1=CC=C2C[C@H](N(CC2=C1)C(=O)OC(C)(C)C)[C@@H](CNC(C1=CC=C(C=C1)C(=O)N1CCOCC1)=O)O tert-Butyl (3S)-7-hydroxy-3-[(1R)-1-hydroxy-2-[[4-(morpholine-4-carbonyl)benzoyl]amino]ethyl]-3,4-dihydro-1H-isoquinoline-2-carboxylate